(S)-3-(1-isopropyl-3-(trifluoromethyl)-1H-pyrazol-5-yl)-2-methylpropyl methanesulfonate CS(=O)(=O)OC[C@H](CC1=CC(=NN1C(C)C)C(F)(F)F)C